N-(3-(N-(tert-Butyl)sulfamoyl)phenyl)-4-iodo-2-(6-azaspiro[2.5]octan-6-yl)benzamide C(C)(C)(C)NS(=O)(=O)C=1C=C(C=CC1)NC(C1=C(C=C(C=C1)I)N1CCC2(CC2)CC1)=O